ClC=1C(=C(C=C(C1CC1=CC(=C(C=C1)O)C(C)C)Cl)SCC(=O)NCC)F 2-((3,5-dichloro-2-fluoro-4-(4-hydroxy-3-isopropylbenzyl)phenyl)thio)-N-ethylacetamide